2-(2-Ethoxy-4-methoxyphenyl)-4-(4-methoxyphenyl)but-3-yn-2-ol C(C)OC1=C(C=CC(=C1)OC)C(C)(C#CC1=CC=C(C=C1)OC)O